C1(=CC=CC=C1)C1=C(C(=NN=N1)C=1C(=NC=CC1)C1=C(C=CC=2SC3=C(C21)C=CC=C3)C3=C(C(=CC=2C1=CC=CC=C1CC32)C)C)C3=CC=CC=C3 (diphenyltriazinyl)[(dimethylfluorenyl)dibenzothiopheneyl]pyridine